N-Methyl-7-(1H-pyrrol-3-yl)-N-(2,2,6,6-tetramethylpiperidin-4-yl)-4H-chromeno[3,4-d]thiazol-2-amine CN(C=1SC2=C(N1)COC=1C=C(C=CC12)C1=CNC=C1)C1CC(NC(C1)(C)C)(C)C